tert-Butyl N-[2-[2-[4-cyano-2-[(4-formyl-2-methylimidazol-1-yl)methyl]phenyl]pyrimidin-5-yl]ethyl]carbamate C(#N)C1=CC(=C(C=C1)C1=NC=C(C=N1)CCNC(OC(C)(C)C)=O)CN1C(=NC(=C1)C=O)C